C(C)C=1NC(=CC1)CCC 2-ethyl-5-n-propylpyrrole